[Br-].C1=CC=CC=2SC3=CC=CC=C3N(C12)CC(C)[N+](CCCCCCCCCCCC)(C)C N-(1-(10H-phenothiazin-10-yl)propan-2-yl)-N,N-dimethyldodecan-1-aminium bromide